N-(m-tolyl)naphthalen-1-amine C1(=CC(=CC=C1)NC1=CC=CC2=CC=CC=C12)C